O1CCC(=CC1)C1=CC(=CC(N1)=O)N1C(COCC1)C 6-(3,6-dihydro-2H-pyran-4-yl)-4-(3-methylmorpholin-4-yl)-1H-pyridin-2-one